(4-nitrophenyl)propan-1-one [N+](=O)([O-])C1=CC=C(C=C1)C(CC)=O